di(p-aminophenoxy)dimethyl-silane NC1=CC=C(O[Si](C)(C)OC2=CC=C(C=C2)N)C=C1